6-methyl-3-[(2R,3R)-3-(2,4-difluorophenyl)-3-hydroxy-4-(1,2,4-triazol-1-yl)-2-butyl]1,2,3-benzotriazin-4-one CC=1C=CC2=C(C(N(N=N2)[C@H](C)[C@@](CN2N=CN=C2)(O)C2=C(C=C(C=C2)F)F)=O)C1